(((tert-butyldiphenylsilyl)oxy)methyl)dihydro-2H-pyran-3(4H)-one [Si](C1=CC=CC=C1)(C1=CC=CC=C1)(C(C)(C)C)OCC1OCCCC1=O